((1S,6R,7S)-7-(5-methylisoxazol-3-yl)-3-(3-(2-(trifluoromethyl)quinolin-6-yl)-1H-pyrazolo[3,4-b]pyrazin-6-yl)-3-azabicyclo[4.1.0]heptan-7-yl)methanamine CC1=CC(=NO1)[C@]1([C@@H]2CCN(C[C@H]12)C1=CN=C2C(=N1)NN=C2C=2C=C1C=CC(=NC1=CC2)C(F)(F)F)CN